3-((2-(((Z)-octadeca-9-en-1-yl)oxy)ethyl)((9Z,12Z)-octadeca-9,12-dien-1-yl)amino)propane C(CCCCCCC\C=C/CCCCCCCC)OCCN(CCC)CCCCCCCC\C=C/C\C=C/CCCCC